(3S,4S)-N-[3-(4-Methylpiperazin-1-yl)phenyl]-2-[(1-methylpiperidin-4-yl)methyl]-1-oxo-3-[4-(Trifluoromethyl)phenyl]-1,2,3,4-tetrahydroisochinolin-4-carboxamid CN1CCN(CC1)C=1C=C(C=CC1)NC(=O)[C@@H]1[C@H](N(C(C2=CC=CC=C12)=O)CC1CCN(CC1)C)C1=CC=C(C=C1)C(F)(F)F